N-(6-methoxy-1-methylindazol-7-yl)-6-(4-nitropyrazol-1-yl)pyridine-3-sulfonamide COC1=CC=C2C=NN(C2=C1NS(=O)(=O)C=1C=NC(=CC1)N1N=CC(=C1)[N+](=O)[O-])C